CN1CC(C1)(C)[C@@](C=1C=C(C=CC1)C1=NOC(=N1)[C@@H]1C[C@H](C1)O)(C1=CC=C(C=C1)C(C)C)O trans-3-(3-{3-[(S)-(1,3-Dimethyl-azetidin-3-yl)-hydroxy-(4-isopropyl-phenyl)-methyl]-phenyl}-[1,2,4]oxadiazol-5-yl)-cyclobutanol